1-(5Z,8Z,11Z,14Z,17Z-eicosapentaenoyl)-2-(9Z-nonadecenoyl)-glycero-3-phosphocholine CCCCCCCCC/C=C\CCCCCCCC(=O)O[C@H](COC(=O)CCC/C=C\C/C=C\C/C=C\C/C=C\C/C=C\CC)COP(=O)([O-])OCC[N+](C)(C)C